6-chloro-4-oxido-2,3-dihydrofuro[3,2-b]pyridin-4-ium ClC=1C=C2C(=[N+](C1)[O-])CCO2